CC1=C(C=C(C=C1)NC(=O)N1C[C@@H](CC1)CC(F)(F)F)B1OC(C(O1)(C)C)(C)C (3S)-N-[4-methyl-3-(4,4,5,5-tetramethyl-1,3,2-dioxaborolan-2-yl)phenyl]-3-(2,2,2-trifluoroethyl)pyrrolidine-1-carboxamide